(1R,2S)-2-(3-{[6-(diethylphosphoryl)-2-methoxypyridin-3-yl]amino}-1H-indazol-6-yl)-5'-methoxyspiro[cyclopropane-1,3'-indol]-2'(1'H)-one C(C)P(=O)(CC)C1=CC=C(C(=N1)OC)NC1=NNC2=CC(=CC=C12)[C@@H]1C[C@@]12C(NC1=CC=C(C=C21)OC)=O